C1(CC1)C1=CC=C(C=N1)N1C(NC[C@H]1C)=O (R)-1-(6-cyclopropylpyridin-3-yl)-5-methylimidazolidin-2-one